C([C@H]([C@@H]1[C@H]([C@@H]([C@@H]([C@@H](O1)O)O)O)O)O)OP(=O)([O-])[O-] The molecule is the dianion obtained by removal of two protons from the phosphate group of D-glycero-beta-D-manno-heptose 7-phosphate. It is a conjugate base of a D-glycero-beta-D-manno-heptose 7-phosphate.